2-[1-(2-Hydroxy-3,5-di-tert-pentylphenyl)ethyl]4,6-di-tert-pentylphenyl acrylate C(C=C)(=O)OC1=C(C=C(C=C1C(C)(C)CC)C(C)(C)CC)C(C)C1=C(C(=CC(=C1)C(C)(C)CC)C(C)(C)CC)O